FC=1C=C(C=CC1CC=O)N1C(N=C(C=C1)NC(=O)N1CCN(CC1)C(C(C)(C)NC(OC(C)(C)C)=O)=O)=O tert-Butyl (1-(4-((1-(3-fluoro-4-(2-oxoethyl)phenyl)-2-oxo-1,2-dihydropyrimidin-4-yl)carbamoyl)piperazin-1-yl)-2-methyl-1-oxopropan-2-yl)carbamate